C1=CC=CC=2C3=CC=CC=C3C(C12)COC(=O)N1COC([C@@H]1CC(OCC=C)=O)=O (4S)-5-oxo-4-(2-oxo-2-prop-2-enoxyethyl)-1,3-oxazolidine-3-carboxylic acid 9H-fluoren-9-ylmethyl ester